FC(CN1N=CC=2C1=NC(=CN2)N2CCC1(CC(N(C1CC)C1=CC(=NC=C1)C(F)(F)F)=O)CC2)F 8-[1-(2,2-difluoroethyl)pyrazolo[3,4-b]pyrazin-6-yl]-1-ethyl-2-[2-(trifluoromethyl)pyridin-4-yl]-2,8-diazaspiro[4.5]decan-3-one